[O-]S(=O)(=O)C(F)(F)F.C(CCC)[NH3+] (n-butyl)ammonium triflate